C(C)N(CC)CC(C=O)(CC)C 2-[(DIETHYLAMINO)METHYL]-2-METHYLBUTANAL